(S)-3-bromo-N-(2,2-difluoro-3-(4-fluorophenyl)-3-hydroxypropyl)-2-fluoro-6-(fluoromethyl)benzamide BrC=1C(=C(C(=O)NCC([C@@H](O)C2=CC=C(C=C2)F)(F)F)C(=CC1)CF)F